(S)-4-(2-(4-fluorobenzamido)-2-phenylpropionamido)-3-methylbenzene-1-sulfonyl chloride FC1=CC=C(C(=O)N[C@@](C(=O)NC2=C(C=C(C=C2)S(=O)(=O)Cl)C)(C)C2=CC=CC=C2)C=C1